BrC1=NN(C(N1C(C(=O)N)C)=O)CC1CCOCC1 2-(3-bromo-5-oxo-1-((tetrahydro-2H-pyran-4-yl)methyl)-1,5-dihydro-4H-1,2,4-triazol-4-yl)propanamide